diazabicyclo-(2.2.2)octane N12NCC(CC1)CC2